NC=1C(=C(C=C2C=C(N=CC12)NC(O[C@H]1[C@@H](CNCC1)F)=O)C1=C(C2=C(OCCN2)N=C1)C)F |r| (+/-)-trans-3-Fluoropiperidin-4-yl (8-amino-7-fluoro-6-(8-methyl-2,3-dihydro-1H-pyrido[2,3-b][1,4]oxazin-7-yl)isoquinolin-3-yl)carbamate